Natrium-Lithium-Magnesium [Mg].[Li].[Na]